C(C)OC(=O)C=1N=CSC1I 5-iodothiazole-4-carboxylic acid ethyl ester